C(C=C)(=O)[O-].[Zr+4].C(C=C)(=O)[O-].C(C=C)(=O)[O-].C(C=C)(=O)[O-] zirconium(IV) acrylate